NCCOCCOCCOCCOCCOCCOCCOCCNC(=O)C=1C=C(OC2=CC=C(C=N2)C(=O)OC)C=CC1 methyl 6-[3-[2-[2-[2-[2-[2-[2-[2-(2-aminoethoxy)ethoxy]ethoxy]ethoxy]ethoxy]ethoxy]ethoxy]ethylcarbamoyl]phenoxy]pyridine-3-carboxylate